carbonylmethylglyoxal C(=O)=CC(=O)C=O